5-bromo-3-fluoro-picolinic acid BrC=1C=C(C(=NC1)C(=O)O)F